5-(5-chloro-2,4-difluorophenyl)-1H-pyrrole-3-sulfonyl chloride ClC=1C(=CC(=C(C1)C1=CC(=CN1)S(=O)(=O)Cl)F)F